ClC1=C(C(=O)NCC(C2=C(N=CS2)C(F)F)N2CCC(CC2)COC2=C(C=NN2C)C#N)C(=CC=C1)F 2-Chloro-N-[2-(4-{[(4-cyano-1-methyl-1H-pyrazol-5-yl)oxy]methyl}piperidin-1-yl)-2-[4-(difluoromethyl)-1,3-thiazol-5-yl]ethyl]-6-fluorobenzamide